C(C=CC=CC)(=O)O hexa-2,4-dienoic acid